N-[5-(2,4-diaminoquinazolin-7-yl)-2-methoxyphenyl]prop-2-enamide NC1=NC2=CC(=CC=C2C(=N1)N)C=1C=CC(=C(C1)NC(C=C)=O)OC